OC1=C(C=C(C[C@@H](CO)[C@H](CO)CC2=CC(=C(C=C2)O)OC)C=C1)OC (2R,3R)-2,3-bis(4-hydroxy-3-methoxybenzyl)-1,4-butanediol